ethylenebis(nitrilomethylidene)diphenol C(CN=C=C1C(C=CC=C1)O)N=C=C1C(C=CC=C1)O